tritolylindane C1(=C(C=CC=C1)C1C(C2=CC=CC=C2C1)(C1=C(C=CC=C1)C)C1=C(C=CC=C1)C)C